12-Methylhexacosane CC(CCCCCCCCCCC)CCCCCCCCCCCCCC